C(C)(C)(C)OC(=O)N[C@H](C(=O)OC(C(=O)N(C)C)C(C)C)CC1=CC(=CC=C1)S(=O)(=O)Cl 1-(dimethylamino)-3-methyl-1-oxobutan-2-yl (2S)-2-[(tert-butoxycarbonyl)amino]-3-[3-(chlorosulfonyl)phenyl]propanoate